C(C)(C)C1N(NC2=CC=C(C=C12)C1=NC(=NC=C1)SC)C 3-isopropyl-2-methyl-5-[2-(methylthio)pyrimidin-4-yl]-1H-indazole